N-(2,4-difluorophenyl)thiourea C1=CC(=C(C=C1F)F)NC(=S)N